tert-butyl 6-chloro-3-{3-[(6-fluoronaphthalen-1-yl)oxy]propyl}-1-[2-(4-formylpiperidin-1-yl)ethyl]-7-(1,3,5-trimethyl-1H-pyrazol-4-yl)-1H-indole-2-carboxylate ClC1=CC=C2C(=C(N(C2=C1C=1C(=NN(C1C)C)C)CCN1CCC(CC1)C=O)C(=O)OC(C)(C)C)CCCOC1=CC=CC2=CC(=CC=C12)F